(S)-3-(3-chloro-4-(4,5,6-trimethyl-3-oxo-3,4-dihydropyrazin-2-yl)phenyl)-2-(2-fluoro-6-methyl-4-((R)-3-(trifluoromethyl)morpholinyl)benzoylamino)propionic acid ClC=1C=C(C=CC1C1=NC(=C(N(C1=O)C)C)C)C[C@@H](C(=O)O)NC(C1=C(C=C(C=C1C)N1[C@H](COCC1)C(F)(F)F)F)=O